N-((1S,3r)-3-(4-(2-chlorophenyl)-5-(pyrimidin-4-yl)-4H-1,2,4-triazol-3-yl)cyclobutyl)nicotinamide ClC1=C(C=CC=C1)N1C(=NN=C1C1=NC=NC=C1)C1CC(C1)NC(C1=CN=CC=C1)=O